ClC=1C=C(C(=NC1)CC=1N(N=C(C1)C(F)F)C1=CC(=C(C=C1)F)F)F 5-chloro-2-[[5-(difluoromethyl)-2-(3,4-difluorophenyl)pyrazol-3-yl]methyl]-3-fluoro-pyridine